OC1=C(C(=CC(=C1)C)OCOC)C(\C=C\C1=CC=C(C=C1)OCOC)=O (E)-1-[2-Hydroxy-6-(methoxymethoxy)-4-methylphenyl]-3-[4-(methoxymethoxy)phenyl]prop-2-en-1-one